2-((4-methylphenyl)sulfonamido)-N-(4-phenyl-1H-imidazol-2-yl)-4-(trifluoromethyl)benzamide CC1=CC=C(C=C1)S(=O)(=O)NC1=C(C(=O)NC=2NC=C(N2)C2=CC=CC=C2)C=CC(=C1)C(F)(F)F